1-[4-(N-2-methoxybenzoylaminosulfonyl)phenyl]-3-methylurea COC1=C(C(=O)NS(=O)(=O)C2=CC=C(C=C2)NC(=O)NC)C=CC=C1